(3-chlorophenyl)-[3-[2-(3-chlorophenyl)ethynyl]-6,8-dihydro-5H-imidazo[1,2-a]pyrazin-7-yl]methanone ClC=1C=C(C=CC1)C(=O)N1CC=2N(CC1)C(=CN2)C#CC2=CC(=CC=C2)Cl